N-(4-((2,2-difluorocyclopentyl)(ethyl)amino)-3-fluorophenyl)-2-(pyrrolidin-1-yl)-5-(2,2,2-trifluoroethyl)oxazole-4-carboxamide FC1(C(CCC1)N(C1=C(C=C(C=C1)NC(=O)C=1N=C(OC1CC(F)(F)F)N1CCCC1)F)CC)F